BrC1=CC=C(C(=O)NC2=C(C=C(C=C2)N2CCN(CC2)C(=O)OC(C)(C)C)C)C=C1 tert-butyl 4-(4-(4-bromobenzamido)-3-methylphenyl)piperazine-1-carboxylate